trans-rac-2,2-Dichloro-N-(4-chloro-3-pentanamidophenyl)-3-(3,5-dichlorophenyl)cyclopropane-1-carboxamide ClC1([C@H]([C@@H]1C1=CC(=CC(=C1)Cl)Cl)C(=O)NC1=CC(=C(C=C1)Cl)NC(CCCC)=O)Cl |r|